CS(=O)(=O)C1(CC1)CN1C(C2=C(CC1)C(=NN2)C(=O)O)=O 6-((1-(Methylsulfonyl)cyclopropyl)methyl)-7-oxo-4,5,6,7-tetrahydro-1H-pyrazolo[3,4-c]pyridine-3-carboxylic acid